N1C=C(C2=NC=CC=C21)CCNC=2C1=C(N=C(N2)C=2C(NC=CC2)=O)SC=N1 3-(7-((2-(1H-pyrrolo[3,2-b]pyridin-3-yl)ethyl)amino)thiazolo[5,4-d]pyrimidin-5-yl)pyridin-2(1H)-one